O(Cl)Cl.[Zr+4] zirconium(IV) oxychloride